C1=CC=CC=2C3=CC=CC=C3C(C12)N([C@H](C(=O)O)CC1=C(C=CC=C1)F)C(=O)OC (2S)-2-(9H-fluoren-9-yl-methoxycarbonylamino)-3-(2-fluorophenyl)propanoic acid